3-(4-trifluoromethylphenyl)-4-methyl-isoxazol-5(4H)-one FC(C1=CC=C(C=C1)C1=NOC(C1C)=O)(F)F